C1OCC12CCN(CC2)C2=CC(=NC=C2)O[C@H]2CN(CC2)C2=C(C(NN=C2)=O)Cl (R)-5-(3-((4-(2-oxa-7-azaspiro[3.5]nonan-7-yl)pyridin-2-yl)oxy)pyrrolidin-1-yl)-4-chloropyridazin-3(2H)-one